OC1=C2C(C=C(OC2=C(C(=C1OC)O)OC)C1=CC=C(C=C1)OC)=O 5,7-dihydroxy-6,8-dimethoxy-2-(4-methoxyphenyl)chromen-4-one